1-[trans-4-cyanotetrahydro-2H-pyran-3-yl]-3-[(2-hydroxy-3,4,8-trimethyl-1,2-benzoxaborinin-6-yl)amino]pyrazole-4-carboxamide C(#N)[C@H]1[C@@H](COCC1)N1N=C(C(=C1)C(=O)N)NC=1C=C(C2=C(C(=C(B(O2)O)C)C)C1)C